Methyl-3-aminobenzo[5,6][1,4]dioxin CC1=C(OC2=C(O1)C=CC=C2)N